FC1=C(C=C(C=C1)F)[C@@]12N(CC[C@H]2C1)C1=NC=2N(C=C1)N=CC2NS(=O)(=O)C2=CC=C(C=C2)C N-(5-((1R,5S)-1-(2,5-difluorophenyl)-2-azabicyclo[3.1.0]hexan-2-yl)pyrazolo[1,5-a]pyrimidin-3-yl)-4-methylbenzenesulfonamide